(E)-6-(4-(4-(3-(2-(2-acetamidoethyl)-5-ethoxy-4-methoxyphenyl)-3-oxoprop-1-en-1-yl)phenethyl)-1H-1,2,3-triazol-1-yl)-N-(2-(2,6-dioxopiperidin-3-yl)-1,3-dioxoisoindolin-4-yl)hexanamide C(C)(=O)NCCC1=C(C=C(C(=C1)OC)OCC)C(/C=C/C1=CC=C(CCC=2N=NN(C2)CCCCCC(=O)NC2=C3C(N(C(C3=CC=C2)=O)C2C(NC(CC2)=O)=O)=O)C=C1)=O